2-cyano-N-(2-hydroxyethyl)-N,N-dimethylprop-2-en-1-aminium C(#N)C(C[N+](C)(C)CCO)=C